FC(C1=CC=C(C=C1)N1CCN(CC1)C1=NC=NC=N1)(F)F 4-(4-(4-(trifluoromethyl)phenyl)piperazin-1-yl)-1,3,5-triazin